[N+](=O)([O-])C1=C(CCC(C)(C)OC(=O)NC=2C=3N=CN([C@H]4[C@H](O)[C@H](O)[C@@H](CO)O4)C3N=CN2)C=CC=C1 N6-[2-nitrobenzyl(tert-butyl)oxycarbonyl]-adenosine